l-lysine N[C@@H](CCCCN)C(=O)O